(1-methylcyclobutylamino)pyrimidine-5-carboxamide CC1(CCC1)NC1=NC=C(C=N1)C(=O)N